n-Nonadecyl alcohol C(CCCCCCCCCCCCCCCCCC)O